alpha-hydroxy-4beta-fluoro-6alpha-ethyl-7alpha-hydroxy-5beta-cholane OC(C)[C@H]1[C@H]([C@H]2[C@@H]3CC[C@H]([C@@H](CCC)C)[C@]3(CC[C@@H]2[C@]2(CCC[C@@H]([C@@H]12)F)C)C)O